tert-butyl N-[(3R)-5,5-difluoro-8-[5-(1-methyl-1-methylsulfonyl-ethyl)-1,3,4-oxadiazol-2-yl]-2-oxo-1-[(4-phenoxyphenyl)methyl]-3,4-dihydro-1-benzazepin-3-yl]carbamate FC1(C[C@H](C(N(C2=C1C=CC(=C2)C=2OC(=NN2)C(C)(S(=O)(=O)C)C)CC2=CC=C(C=C2)OC2=CC=CC=C2)=O)NC(OC(C)(C)C)=O)F